1-(3-fluoropropyl)pyrrolidin-3-amine hydrochloride Cl.FCCCN1CC(CC1)N